O1CCNCC(C1)NC(OC(C)(C)C)=O tert-butyl 1,4-oxaazepan-6-yl-carbamate